Magnesium Lithium [Li].[Mg]